C(C1=CC=CC=C1)OC(=O)N[C@H](C(=O)[O-])CC=O (S)-2-(((benzyloxy) carbonyl) amino)-4-oxobutanoate